6-methoxy-2-(5-methyl-1H-pyrrol-2-yl)-7-(3-(pyrrolidin-1-yl)propoxy)-N-(tetrahydro-2H-pyran-4-yl)quinazolin-4-amine COC=1C=C2C(=NC(=NC2=CC1OCCCN1CCCC1)C=1NC(=CC1)C)NC1CCOCC1